tert-butyl (1R,5S)-3-(7-bromo-2-chloro-8-fluoro-6-(methyl-d3)quinazolin-4-yl)-3,8-diazabicyclo[3.2.1]octane-8-carboxylate BrC1=C(C=C2C(=NC(=NC2=C1F)Cl)N1C[C@H]2CC[C@@H](C1)N2C(=O)OC(C)(C)C)C([2H])([2H])[2H]